CS(=O)(=O)OCC1N(CC1)C(=O)OC(C)(C)C tert-Butyl 2-(methylsulfonyloxymethyl)azetidine-1-carboxylate